NC1=C(C(=NN1C(C(F)F)C)C1=CC=C(C=C1)C(C(=O)O)C)C#N 2-(4-[5-Amino-4-cyano-1-[1,1-difluoropropan-2-yl]pyrazol-3-yl]phenyl)propanic acid